(2R,3R,4S)-4-methylbenzenesulfonic acid CC1=CC=C(C=C1)S(=O)(=O)O